6-bromo-5-(3-chloro-2-thienyl)-2,3-dihydrothiazolo[4,5-b]pyridine BrC=1C=C2C(=NC1C=1SC=CC1Cl)NCS2